BrCCCS(=O)(=O)NC=1C=C(C[C@H](N)C(=O)O)C=CC1 m-((3-bromopropyl)sulfonamido)-L-phenylalanine